1,3,5-triaminobenzaldehyde NC1(C=O)CC(=CC(=C1)N)N